CC1=CC=C(C=C1)S(=O)(=O)OC(COC)C1=CN=C(S1)NC(=O)OC(C)(C)C 1-(2-((tert-butoxycarbonyl)amino)thiazol-5-yl)-2-methoxyethyl 4-methylbenzenesulfonate